6-((S)-3-carboxybutanoyl)-3-hydroxy-6,7-dihydro-5H-pyrrolo[3,4-b]pyridin C(=O)(O)[C@H](CC(=O)N1CC2=NC=C(C=C2C1)O)C